{6-[4-(2-Amino-oxazol-5-yl)-phenyl]-pyrimidin-4-yl}-[2-(7-fluoro-4-methoxy-2-methylindol-1-yl)-ethyl]-amin NC=1OC(=CN1)C1=CC=C(C=C1)C1=CC(=NC=N1)NCCN1C(=CC2=C(C=CC(=C12)F)OC)C